1-((5,6-bis(benzyloxy)pyrimidin-4-yl)methyl)-3-isopropyl-2-oxoimidazoline C(C1=CC=CC=C1)OC=1C(=NC=NC1OCC1=CC=CC=C1)CN1C(N(CC1)C(C)C)=O